C(C)(C)(C)OC(=O)C=1C=CC2=C(N(C(=N2)CN2CC3=CC(=CC=C3CC2)OCC2=C(C=CC=C2)Cl)C[C@H]2OCC2)C1 (S)-2-((7-((2-chlorobenzyl)oxy)-3,4-dihydroisoquinolin-2(1H)-yl)methyl)-1-(oxetan-2-ylmethyl)-1H-benzo[d]imidazole-6-carboxylic acid tert-butyl ester